6-(1H-indol-6-yl)-4-(2-(tetrahydro-2H-pyran-4-yl)ethyl)-3,4-dihydropyrazino[2,3-b]pyrazin-2(1H)-one N1C=CC2=CC=C(C=C12)C=1N=C2C(=NC1)NC(CN2CCC2CCOCC2)=O